N-acetyl-histamine C(C)(=O)NCCC1=CNC=N1